2-(3-ethylpentanoylamino)-4-[4-phenylbutyl-[4-(5,6,7,8-tetrahydro-1,8-naphthyridin-2-yl)butyl]amino]butanoic acid C(C)C(CC(=O)NC(C(=O)O)CCN(CCCCC1=NC=2NCCCC2C=C1)CCCCC1=CC=CC=C1)CC